C[C@H]1CN(CCN1C)C=1C=CC=2N(C(C=C(N2)C=2C=C(C=3N(C2)C=C(N3)C)F)=O)C1 7-[(3S)-3,4-dimethylpiperazin-1-yl]-2-(8-fluoro-2-methylimidazo[1,2-a]pyridin-6-yl)-4H-pyrido[1,2-a]pyrimidin-4-one